The molecule is a disaccharide consisting of beta-D-glucuronic acid linked (1->3) to a beta-D-galactose residue. It has a role as an epitope. It is a member of glucuronic acids and a glycosylgalactose. C([C@@H]1[C@@H]([C@@H]([C@H]([C@@H](O1)O)O)O[C@H]2[C@@H]([C@H]([C@@H]([C@H](O2)C(=O)O)O)O)O)O)O